ClC=1C(=NC=C(C1)N1[C@@H](CN([C@@H](C1)C)C)C)C(=O)N1COC2=C(C1)C=CC=C2C2=CC(=C(C(=O)O)C=C2F)N2C1COCC2CC1 4-[3-[3-Chloro-5-[(2R,5R)-2,4,5-trimethylpiperazin-1-yl]pyridine-2-carbonyl]-2,4-dihydro-1,3-benzoxazin-8-yl]-5-fluoro-2-(3-oxa-8-azabicyclo[3.2.1]octan-8-yl)benzoic acid